1-methyl-3-(3-(2-(1-methyl-1H-pyrazol-4-yl)-3H-imidazo[4,5-b]pyridin-7-yl)-3,8-diazabicyclo[3.2.1]oct-8-yl)cyclobutane-1-carbonitrile CC1(CC(C1)N1C2CN(CC1CC2)C2=C1C(=NC=C2)NC(=N1)C=1C=NN(C1)C)C#N